5-(2-ethyl-4-{2-oxo-3-[3-(trifluoromethyl)phenyl]-1-imidazolidinyl}phenoxy)-3,4-dihydro-1,8-naphthyridin-2(1H)-one C(C)C1=C(OC2=C3CCC(NC3=NC=C2)=O)C=CC(=C1)N1C(N(CC1)C1=CC(=CC=C1)C(F)(F)F)=O